C(C)(C)NC1CC=CCC1 (isopropylamino)cyclohex-3-en